CC1=CCCC(CCC1)C 1,5-dimethylcyclooctene